BrCC=1C=2N(C=CC1)N=C(N2)C2=C(C=CC=C2)C(C)C 8-(bromomethyl)-2-(2-isopropylphenyl)-[1,2,4]triazolo[1,5-a]pyridine